NNC1=NC(NC=C1)=O N4-Amino-cytosine